(3R)-1-[[4-(3-bromo-2-chloro-anilino)-2-(trifluoromethyl)pyrido[3,2-d]pyrimidin-7-yl]methyl]pyrrolidin-3-ol BrC=1C(=C(NC=2C3=C(N=C(N2)C(F)(F)F)C=C(C=N3)CN3C[C@@H](CC3)O)C=CC1)Cl